FC(=C1CCN(CC1)C1=CC2=C(C(CO2)N(C(=O)C2=C(C=C3N=C(C=4N(C3=C2)C=NC4)NCC4=C(C=C(C=C4)OC)OC)F)C)C=C1)F N-(6-(4-(difluoromethylene)piperidin-1-yl)-2,3-dihydrobenzofuran-3-yl)-4-((2,4-dimethoxybenzyl)amino)-7-fluoro-N-methylimidazo[1,5-a]quinoxaline-8-carboxamide